4-(3-thioxohexahydroimidazo[1,5-a]pyrazin-2(3H)-yl)benzoic acid hydrochloride Cl.S=C1N(CC2N1CCNC2)C2=CC=C(C(=O)O)C=C2